4'-(cyclobutylamino)-7'-{2-[(2R,6S)-2,6-dimethylmorpholin-4-yl]pyrimidin-5-yl}-2'-(hydroxymethyl)-6',7'-dihydrospiro[cyclopentane-1,5'-pyrrolo[2,3-d]pyrimidin]-6'-one C1(CCC1)NC=1C2=C(N=C(N1)CO)N(C(C21CCCC1)=O)C=1C=NC(=NC1)N1C[C@H](O[C@H](C1)C)C